rac-Tert-butyl (R)-3-methyl-1-oxo-5-(4,4,5,5-tetramethyl-1,3,2-dioxaborolan-2-yl)isoindoline-2-carboxylate C[C@H]1N(C(C2=CC=C(C=C12)B1OC(C(O1)(C)C)(C)C)=O)C(=O)OC(C)(C)C |r|